ClC=1N=C(C2=C(N1)NC=C2)CN2CCCC2 chloro-4-(pyrrolidin-1-ylmethyl)-7H-pyrrolo[2,3-d]pyrimidine